N-(4-(4-amino-5-(3,4-diethoxyphenyl)-7-methyl-7H-pyrrolo[2,3-d]pyrimidin-6-yl)phenyl)methacrylamide NC=1C2=C(N=CN1)N(C(=C2C2=CC(=C(C=C2)OCC)OCC)C2=CC=C(C=C2)NC(C(=C)C)=O)C